bicyclo[2.2.1]heptane tert-butyl-N-[2-[5-[(1R)-1-benzyloxy-1-(trifluoromethyl)pent-4-enyl]-1,3,4-oxadiazol-2-yl]-6-hydroxy-5-(trifluoromethyl)-3-pyridyl]carbamate C(C)(C)(C)OC(NC=1C(=NC(=C(C1)C(F)(F)F)O)C=1OC(=NN1)[C@](CCC=C)(C(F)(F)F)OCC1=CC=CC=C1)=O.C12CCC(CC1)C2